ClC1=CC=C(C=C1)C(C)(C#C)C=1N=C(SC1)NC(=O)NC(C)C1CCNCC1 1-(4-(2-(4-chlorophenyl)-but-3-yn-2-yl)thiazol-2-yl)-3-(1-(piperidin-4-yl)-ethyl)urea